2-[4-[3-(4-oxo-3H-quinazolin-2-yl)propionyl]piperazin-1-yl]pyrimidine-5-carbonitrile O=C1NC(=NC2=CC=CC=C12)CCC(=O)N1CCN(CC1)C1=NC=C(C=N1)C#N